(trans)-3-[[2-[4-bromo-3-(1-hydroxyethyl)anilino]-5-methyl-pyrimidin-4-yl]amino]tetrahydropyran-4-carbonitrile BrC1=C(C=C(NC2=NC=C(C(=N2)N[C@@H]2COCC[C@H]2C#N)C)C=C1)C(C)O